C(C)OC(C)OCCN(CCOC(C)OCC)CCOC(C)OCC tris[2-(1-ethoxyethoxy)ethyl]amine